C1(CC1)C=1N=NN(C1)[C@H](C(=O)N1[C@@H](C[C@H](C1)O)C(=O)NC1CCC=2N(C1)C(=NN2)C2=C(C=CC=C2)F)C(C)(C)C (2S,4R)-1-[(2S)-2-(4-cyclopropyltriazol-1-yl)-3,3-dimethyl-butanoyl]-N-[3-(2-fluorophenyl)-5,6,7,8-tetrahydro-[1,2,4]triazolo[4,3-a]pyridin-6-yl]-4-hydroxy-pyrrolidine-2-carboxamide